C(OC[C@H]1O[C@@]([C@@H]2OC(CCCCC(O[C@@H]21)=O)=O)(C#N)C2=CC=C1C(=NC=NN12)N)(OC(C)C)=O ((8aR,9R,11R,11aR)-11-(4-aminopyrrolo[2,1-f][1,2,4]triazin-7-yl)-11-cyano-2,7-dioxodecahydrofuro[3,4-b][1,4]dioxecin-9-yl)methyl isopropyl carbonate